7-chloro-2-(4-chlorophenyl)pyrido[3,2-d]pyrimidin-4-ol ClC1=CC=2N=C(N=C(C2N=C1)O)C1=CC=C(C=C1)Cl